4-methoxyphenyl-acetylene COC1=CC=C(C=C1)C#C